tert-butyl (7-fluoro-2-carbonyl-2,3,4,5-tetrahydro-1H-benzo[b]azepine-3-yl)carbamate FC1=CC2=C(NC(C(CC2)NC(OC(C)(C)C)=O)=C=O)C=C1